[2-(acryloyloxy)ethyl]triethylammonium C(C=C)(=O)OCC[N+](CC)(CC)CC